BrC1=NN(C(=C1)C(=O)NC1=C(C(=O)N[C@@H](CC2=CC(=CC=C2)C)C(=O)O)C=C(C=C1C)Cl)C1=NC=CC=C1Cl (2-(3-bromo-1-(3-chloropyridin-2-yl)-1H-pyrazole-5-carboxamido)-5-chloro-3-methylbenzoyl)-3-methylphenylalanine